NC=1N=NC(=CC1C=1C=NN(C1)C(C)C=1C=CC(=NC1)OCCOC1=NOC(=C1)C(C(=O)OC)C(C)C)C1=C(C=CC=C1)OCOC methyl 2-[3-[2-([5-[1-(4-[3-amino-6-[2-(methoxymethoxy)phenyl]pyridazin-4-yl]-1H-pyrazol-1-yl)ethyl]pyridin-2-yl]oxy)ethoxy]-1,2-oxazol-5-yl]-3-methylbutanoate